CN1N=CC(=C1)C1(NN=C(C(=C1)NCC1CNCCO1)C1=CC=CC=C1)N 3-(1-methyl-1H-pyrazol-4-yl)-N5-(morpholin-2-ylmethyl)-6-phenylpyridazine-3,5-diamine